FC=1C=CC=C2C(=NNC12)C(=O)NCCO 7-fluoro-N-(2-hydroxyethyl)-1H-indazole-3-carboxamide